NC1=NC(N(C=C1F)[C@@H]1O[C@]([C@H]([C@@H]1O)O)(C)CO)=O 4-amino-1-((2R,3S,4S,5R)-3,4-dihydroxy-5-(hydroxymethyl)-5-methyltetrahydrofuran-2-yl)-5-fluoropyrimidin-2(1H)-one